CC1(COCC1)NC(O[C@H]1C[C@H](CC1)C1=CC(=NN1)NC(CC1=CC=C(C=C1)OC)=O)=O (1R,3S)-3-(3-{[(4-meth-oxyphenyl)acetyl]amino}-1H-pyrazol-5-yl)cyclopentyl [(3ξ)-3-methyltetra-hydrofuran-3-yl]carbamate